(R)-(4-fluorophenyl)(7-methyl-3-(3-methyl-1,2,4-thiadiazol-5-yl)-2,4,5,7-tetrahydro-6H-pyrazolo[3,4-c]pyridin-6-yl)methanone FC1=CC=C(C=C1)C(=O)N1[C@@H](C=2C(CC1)=C(NN2)C2=NC(=NS2)C)C